ClC1=CC2=C(N=N1)N(C=C2)C=2SC(=C(N2)C(=O)OCC)CCCOC2=C(C=CC=C2)F ethyl 2-{3-chloro-7H-pyrrolo[2,3-c]pyridazin-7-yl}-5-[3-(2-fluorophenoxy) propyl]-1,3-thiazole-4-carboxylate